NCC1=NN(C(C2=C(C=C(C=C12)C=1C=NN(C1C1=C(C(=CC(=C1C#N)OC1CC1)Cl)F)C)OCC(F)(F)F)=O)COP(=O)([O-])[O-] (4-(Aminomethyl)-6-(5-(3-chloro-6-cyano-5-cyclopropoxy-2-fluorophenyl)-1-methyl-1H-pyrazole-4-yl)-1-oxo-8-(2,2,2-trifluoroethoxy)phthalazin-2(1H)-yl)methylphosphate